O[C@]1(C[C@@H](CCCC1)NC1=NC(=NC=C1C(=O)N)NC1CCC(CC1)OC)C 4-((1R,3R)-3-hydroxy-3-methylcycloheptylamino)-2-((1r,4R)-4-methoxycyclohexylamino)pyrimidine-5-carboxamide